C(C)OC(C(/C(=C/C)/O[Si](C)(C)C(C)(C)C)=[N+]=[N-])=O (Z)-3-[tert-butyl-(dimethyl)silyl]oxy-2-diazo-pent-3-enoic acid ethyl ester